CC(C)C(C(=O)N)N1ONCCC1 tetrahydro-α-(1-methylethyl)-2-oxa-1(2H)-pyrimidineacetamide